(E)-ethyl 3-(4-amino-6-bromopyridin-3-yl)acrylate NC1=C(C=NC(=C1)Br)/C=C/C(=O)OCC